1-[1',2-bis(diphenylphosphino)ferrocenyl]ethylenediamine C1(=CC=CC=C1)P([C-]1C=CC=C1)C1=CC=CC=C1.[C-]1(C(=CC=C1)P(C1=CC=CC=C1)C1=CC=CC=C1)C(CN)N.[Fe+2]